COC=1N=C(C2=C(N1)C=CC(=N2)N)C=2C(=NN(C2)C)C2=CC=CC=C2 methoxy-4-(1-methyl-3-phenyl-1H-pyrazol-4-yl)pyrido[3,2-d]pyrimidin-6-amine